ClC1([C@@H]2[C@H]([C@H]([C@H](O[C@H]12)CO)O)O)Cl (1S,3R,4R,5R,6R)-7,7-dichloro-3-(hydroxymethyl)-2-oxabicyclo[4.1.0]heptane-4,5-diol